4-(6-Methyl-1,2,3,4-tetrahydroquinolin-2-yl)benzamide CC=1C=C2CCC(NC2=CC1)C1=CC=C(C(=O)N)C=C1